C[C@@]12C(CC[C@H]1[C@@H]1CC=C3C=CCC[C@]3(C)[C@H]1CC2)=O androstane-3,5-diene-17-one